C[Si](C)(C)CC1(C=CC=C1)[Hf]C1(C=CC=C1)C[Si](C)(C)C bis(trimethylsilylmethylcyclopentadienyl)hafnium